(2S)-4-tert-Butoxy-2-{[(9H-fluoren-9-ylmethoxy)carbonyl]amino}-4-oxobutanoic acid C(C)(C)(C)OC(C[C@@H](C(=O)O)NC(=O)OCC1C2=CC=CC=C2C=2C=CC=CC12)=O